Cl.N1(CCCC1)C1=C(CN2CCN(CC2)C(=O)OC(C(F)(F)F)C(F)(F)F)C=CC(=C1)C(F)(F)F 1,1,1,3,3,3-hexafluoropropan-2-yl 4-(2-(pyrrolidin-1-yl)-4-(trifluoromethyl)benzyl)piperazine-1-carboxylate mono-hydrochloride salt